COC1=CC=C(C=C1)B(O)O 4-methoxyphenyl-boronic acid